3-((4-(dodecyloxy)-3,5-difluorophenyl)sulfonyl)-4-(4-(4-(1-ethylpiperidin-4-yl)piperazin-1-yl)piperidin-1-yl)-6-(methylsulfinyl)quinoline C(CCCCCCCCCCC)OC1=C(C=C(C=C1F)S(=O)(=O)C=1C=NC2=CC=C(C=C2C1N1CCC(CC1)N1CCN(CC1)C1CCN(CC1)CC)S(=O)C)F